3,3'-oxybis(propylamine) O(CCCN)CCCN